C(C1=CC=CC=C1)N1N=C(N=C1)C(=O)NC1C(N(C=2N(CC1)N=C(C2)CCC=O)C)=O 1-benzyl-N-[4-methyl-5-oxo-2-(3-oxopropyl)-7,8-dihydro-6H-pyrazolo[1,5-a][1,3]diazepin-6-yl]-1,2,4-triazole-3-carboxamide